2-(4-{[(1R,2R)-2-hydroxycyclohexyl]amino}-7,8-dihydro-5H-pyrano[3,4-d]pyridazin-1-yl)-5-(trifluoromethoxy)phenol O[C@H]1[C@@H](CCCC1)NC=1N=NC(=C2C1COCC2)C2=C(C=C(C=C2)OC(F)(F)F)O